(S)-3-(5-methyl-6-oxo-6,8-dihydro-2H,7H-spiro[furo[2,3-e]isoindole-3,4'-piperidin]-7-yl)piperidine-2,6-dione benzenesulfonate C1(=CC=CC=C1)S(=O)(=O)O.CC=1C=C2C(=C3CN(C(C13)=O)[C@@H]1C(NC(CC1)=O)=O)OCC21CCNCC1